2-[3-Cyclopropyl-5-(trifluoromethyl)pyrazol-1-yl]acetic acid C1(CC1)C1=NN(C(=C1)C(F)(F)F)CC(=O)O